N[C@H](C(=O)O)CC1=CC=C(C=C1)O (2S)-2-amino-3-(4-hydroxyphenyl)propionic acid